N-methylimidazo[1,2-b]Pyridazine-2-carboxamide CNC(=O)C=1N=C2N(N=CC=C2)C1